(3R,5R,Z)-5-(4-chlorophenyl)-N'-hydroxytetrahydrofuran-3-carboximidamide ClC1=CC=C(C=C1)[C@H]1C[C@@H](CO1)/C(/N)=N/O